CC=1C(=C(C(=O)OC[C@@H]2[C@H](C[C@@](O2)(N2C=NC=3C(=O)NC(N)=NC23)N)O)C=CC1F)Cl amino-2'-deoxyguanosine methyl-2-chloro-4-fluoro-benzoate